ClC1COCC2=CC(=CC=C12)Cl 4,7-dichloroisochromane